2,4-DIMETHYLPENTAN-3-YL METHACRYLATE C(C(=C)C)(=O)OC(C(C)C)C(C)C